FC1=CC=C(C=C1)C1=NC=2C(=NC(=CC2)N2CC(C2)N2CCCC2)N1C1=CC=NC=C1 4-[2-(4-fluorophenyl)-5-[3-(pyrrolidin-1-yl)azetidin-1-yl]-3H-imidazo[4,5-b]pyridin-3-yl]pyridine